NC1CC(CC(C1)(CN)C)(C)C amino-3,3,5-trimethyl-5-aminomethylcyclohexane